5-Cyano-N-(4-(4-[11C]methylpiperazin-1-yl)-2-(piperidin-1-yl)phenyl)furan-2-carboxamide C(#N)C1=CC=C(O1)C(=O)NC1=C(C=C(C=C1)N1CCN(CC1)[11CH3])N1CCCCC1